C(C)(=O)OC1C=C(C(C(C1)(C)C)C(=O)OCC)CC ethyl 4-acetoxy-2-ethyl-6,6-dimethylcyclohex-2-ene-1-carboxylate